3-bromo-4-(but-3-en-1-yl)-2-methoxypyridine BrC=1C(=NC=CC1CCC=C)OC